OC(C1=CC=CC=C1)OC1=CC=C2COC(=O)C2=C1 6-(hydroxybenzyloxy)phthalide